O=C1N(CCN2[C@H]1CN(CC2)C#N)C=2SC(=CN2)C2=C(C=CC=C2)OC2=CC=CC=C2 (S)-9-oxo-8-(5-(2-phenoxyphenyl)thiazol-2-yl)octahydro-2H-pyrazino[1,2-a]pyrazine-2-carbonitrile